2-(2-chloro-6-morpholino-9H-purin-9-yl)ethan-1-ol ClC1=NC(=C2N=CN(C2=N1)CCO)N1CCOCC1